ClC1=CC=C(C=C1)C=1C=C(C(N(N1)C=1C=NC=CC1)=O)C(=O)N[C@H](CO)COC 6-(4-chlorophenyl)-N-[(2R)-1-hydroxy-3-methoxypropan-2-yl]-3-oxo-2-(pyridin-3-yl)-2,3-dihydropyridazine-4-carboxamide